methyl (S)-1-((4-(((tert-butoxycarbonyl)amino)methyl)phenyl)carbamoyl)-4-oxoazetidine-2-carboxylate C(C)(C)(C)OC(=O)NCC1=CC=C(C=C1)NC(=O)N1[C@@H](CC1=O)C(=O)OC